FC1=CC=CC=N1 6-Fluoro-pyridine